triethyl-(phenylmethyl)ammonium chloride [Cl-].C(C)[N+](CC1=CC=CC=C1)(CC)CC